CC=1N=C2N(N=C(C=C2C)C=2C=CC3=C(C=NN(C3=O)C3CCN(C4(CCC4)C3)C(=O)OC(C)(C)C)N2)C1 tert-butyl 8-[2-(2,8-dimethylimidazo[1,2-b]pyridazin-6-yl)-5-oxo-pyrido[2,3-d]pyridazin-6-yl]-5-azaspiro[3.5]nonane-5-carboxylate